(4-amino-7-fluoro-1-methyl-1H-pyrazolo[4,3-c]quinolin-8-yl)((3S)-3-(4-(trifluoromethyl)phenoxy)-1-pyrrolidinyl)methanone NC1=NC=2C=C(C(=CC2C2=C1C=NN2C)C(=O)N2C[C@H](CC2)OC2=CC=C(C=C2)C(F)(F)F)F